O=C1N(C(CC1)=O)N([C@@H](CC(N)=O)C(=O)[O-])C(=O)OC(C)(C)C 2,5-dioxopyrrolidin-1-yl-N2-(tert-butoxycarbonyl)-L-asparaginate